N12CC(C(CC1)CC2)N(C(O)=O)[C@H]2C(CC1=CC(=C(C=C21)F)C2=CC=C(C=C2)C(C)C)(C)C.COC2=CC=C(C=C2)P(CCCP(C2=CC=C(C=C2)OC)C2=CC=C(C=C2)OC)C2=CC=C(C=C2)OC 1,3-bis[bis(4-methoxy-phenyl)phosphino]propane (S)-quinuclidin-3-yl-(6-fluoro-5-(4-isopropylphenyl)-2,2-dimethyl-2,3-dihydro-1H-inden-1-yl)carbamate